[Si].[Ti] titanium silicon